CC1=CC2=C(C3=CC=CC=C3C(=C2C=C1C)OC(CCCCCCC)=O)OC(CCCCCCC)=O 2,3-dimethyl-9,10-bis(n-octanoyloxy)anthracene